CN(C)C[C@@H]1NCC1 (R)-2-((dimethylamino)methyl)azetidin